4-(1-methylcyclopropyl)butan-2-one CC1(CC1)CCC(C)=O